6-methyl-5-(4-morpholinothieno[3,2-d]pyrimidin-2-yl)pyridin-3-amine CC1=C(C=C(C=N1)N)C=1N=C(C2=C(N1)C=CS2)N2CCOCC2